4-(2-oxo-7-azaspiro[3.5]Nonan-7-yl)benzoic acid O=C1CC2(C1)CCN(CC2)C2=CC=C(C(=O)O)C=C2